4-[1-[4-(trifluoromethyl)phenyl]ethyl]piperidine-1-carboxylic acid tert-butyl ester C(C)(C)(C)OC(=O)N1CCC(CC1)C(C)C1=CC=C(C=C1)C(F)(F)F